9,9-dioctyloxy-2-nonanol C(CCCCCCC)OC(CCCCCCC(C)O)OCCCCCCCC